FC1=C(C(=CC(=C1)OCCCCC1CCN(CC1)C1=NC=C(C=N1)COC)F)CC(=O)N1CC(C1)CNC[C@@H]([C@H]([C@@H]([C@@H](CO)O)O)O)O |r| 2-[2,6-difluoro-4-[4-[1-[5-(methoxymethyl)pyrimidin-2-yl]-4-piperidyl]butoxy]phenyl]-1-[3-[[[rac-(2S,3R,4R,5R)-2,3,4,5,6-pentahydroxyhexyl]amino]methyl]azetidin-1-yl]ethanone